BrC1=CC(=NC(=C1)Cl)Cl 4-bromo-2,6-dichloro-pyridine